4-Phenoxyphenol O(C1=CC=CC=C1)C1=CC=C(C=C1)O